CNC=1C2=C(N(C(N1)=O)C=1C=NC=CC1C)N=C(C=C2)C(F)(F)F 4-(methylamino)-1-(4-methylpyridin-3-yl)-7-(trifluoromethyl)pyrido[2,3-d]-pyrimidin-2(1H)-one